C(C)C(COCCOCCO)CCCC diethylene glycol mono(2-ethylhexyl) ether